FC=1C(=NN(C1)C(C(=O)OCC)(C)C)C=O ethyl 2-(4-fluoro-3-formyl-1H-pyrazol-1-yl)-2-methylpropionate